methyl-(S)-2-((4-(6-((2-fluoro-4-(methylsulfonyl)benzyl)oxy)pyridin-2-yl)piperidin-1-yl)methyl)-1-(oxetan-2-ylmethyl)-1H-benzo[d]imidazole-6-carboxylic acid CC1=CC(=CC=2N(C(=NC21)CN2CCC(CC2)C2=NC(=CC=C2)OCC2=C(C=C(C=C2)S(=O)(=O)C)F)C[C@H]2OCC2)C(=O)O